3-((5-fluoro-4-(8-fluoro-4-isopropyl-3,4-dihydro-2H-benzo[b][1,4]oxazin-6-yl)pyrimidin-2-yl)amino)-N,N-dimethylcyclohexane-1-carboxamide FC=1C(=NC(=NC1)NC1CC(CCC1)C(=O)N(C)C)C1=CC2=C(OCCN2C(C)C)C(=C1)F